6-(2-Chloro-3-(3-chloro-2-(8-chloro-2-(3-hydroxy-3-methylbutyl)-1,2,3,4-tetrahydroisoquinolin-6-yl)pyridin-4-yl)phenyl)-2-methoxypyridin ClC1=C(C=CC=C1C1=C(C(=NC=C1)C=1C=C2CCN(CC2=C(C1)Cl)CCC(C)(C)O)Cl)C1=CC=CC(=N1)OC